N1=C(C=CC=C1)CS 2-pyridylmethanethiol